N-((1R,3R)-3-(1-acetylpiperidin-4-yl)cyclohexyl)-4-fluoro-7-methyl-1H-indole C(C)(=O)N1CCC(CC1)[C@H]1C[C@@H](CCC1)N1C=CC2=C(C=CC(=C12)C)F